2-[2-(2-methoxyethoxy)ethoxy]ethane-1-sulfonyl chloride COCCOCCOCCS(=O)(=O)Cl